C1(CCCCC1)NC1=C2C(=NC(=N1)NC1=C(C=C(C=C1)N1CCOCC1)OC)NN=C2C=2C=NN(C2)C(F)F N4-cyclohexyl-3-(1-(difluoromethyl)-1H-pyrazol-4-yl)-N6-(2-methoxy-4-morpholinophenyl)-1H-pyrazolo[3,4-d]pyrimidine-4,6-diamine